(2R,5S)-5-(4-chlorobenzyl)-2-((difluoromethoxy)methyl)-4-(piperidin-4-yl)-morpholine 2,2,2-trifluoroacetate FC(C(=O)O)(F)F.ClC1=CC=C(C[C@H]2CO[C@H](CN2C2CCNCC2)COC(F)F)C=C1